molybdenum tetrakis(diethyldithiocarbamate) C(C)N(C([S-])=S)CC.C(C)N(C([S-])=S)CC.C(C)N(C([S-])=S)CC.C(C)N(C([S-])=S)CC.[Mo+4]